(S)-5-benzyl-N-(2-cyclopropyl-4-methyl-5-oxo-5,6,7,8-tetrahydro-4H-pyrazolo[1,5-a][1,3]diazepin-6-yl)-1,3,4-oxadiazole-2-carboxamide C(C1=CC=CC=C1)C1=NN=C(O1)C(=O)N[C@@H]1C(N(C=2N(CC1)N=C(C2)C2CC2)C)=O